4-butenyl-benzoyloxydiphenol C(=CCC)C1=CC=C(C(=O)C=2C(=C(C=CC2)O)OC2=C(C=CC=C2)O)C=C1